C(C(=C)C)(=O)OCCCOC1=CC=C(C=C1)CCC 4-(3-methacryloxypropoxy)phenyl-propane